NC1=C(C=C(C=N1)C1=CC=C(C=C1)C(=O)N1CCC(CC1)N1CCCC1)OCC1=C(C(=CC(=C1C)C)C)C {4-[6-amino-5-(2,3,5,6-tetramethyl-benzyloxy)-pyridin-3-yl]-phenyl}-(4-pyrrolidin-1-yl-piperidin-1-yl)-methanone